C(C)(C)(C)OC(=O)[C@@H]1[C@H]2C([C@H]2CN1C(=O)OC(C)(C)C)(Cl)Cl (1S,2S,5R)-6,6-dichloro-3-azabicyclo[3.1.0]hexane-2,3-dicarboxylic acid di-tert-butyl ester